2-(4-methoxyphenyl)-2-(((2-oxopiperidin-1-yl)acetyl)amino)-N-(4-(trimethylsilyl)phenyl)acetamide ethyl-4-(2,2,2-trifluoroethoxy)-1H-pyrazole-3-carboxylate C(C)OC(=O)C1=NNC=C1OCC(F)(F)F.COC1=CC=C(C=C1)C(C(=O)NC1=CC=C(C=C1)[Si](C)(C)C)NC(CN1C(CCCC1)=O)=O